(R)-2-(cyclopropanecarboxamido)-2-(2-hydroxyphenyl)acetic acid ethyl ester C(C)OC([C@@H](C1=C(C=CC=C1)O)NC(=O)C1CC1)=O